[Co].IC=1C(=C(C(=NC1C=1OC=C(N1)C(C)(C)C)C=1OC=C(N1)C(C)(C)C)I)OC diiodo[2,6-bis[4-(S)-tert-butyl-2-oxazolyl]-4-methoxypyridine] cobalt